(2S,3S)-N-(2-Amino-4-((4-(trifluoromethyl)benzyl)amino)phenyl)-2,3-difluorononanamid NC1=C(C=CC(=C1)NCC1=CC=C(C=C1)C(F)(F)F)NC([C@@H]([C@H](CCCCCC)F)F)=O